FC1=CC=C(CN2N=C(N=N2)C2=CC(=C(C=C2)S(=O)(=O)N)OC)C=C1 4-(2-(4-fluorobenzyl)-2H-tetrazol-5-yl)-2-methoxybenzenesulfonamide